C1(CC1)C=1C=C(N=NC1C1=C(C=C(C=C1)C#C)O)NC([C@@H](C(C)C)NC)=O (R)-N-(5-cyclopropyl-6-(4-ethynyl-2-hydroxyphenyl)pyridazin-3-yl)-3-methyl-2-(methylamino)butanamide